ClC=1C=C(C=CC1Cl)C=1N=C(SC1CC(C)C)N(CCC(=O)O)CCCCN(C)C 3-((4-(3,4-dichlorophenyl)-5-isobutylthiazol-2-yl)(4-(dimethylamino)butyl)amino)propanoic acid